C(C)OC(=O)C1=C(N=C(S1)C1N(CN(C1)C)C)C (1,3-dimethylimidazolin-4-yl)-4-methylthiazole-5-carboxylic acid ethyl ester